ClC=1C(=CC(=C(C1)C=1C=C(C=CC1F)CN1C(CCC1)=O)O)C 1-[[3-(5-chloro-2-hydroxy-4-methylphenyl)-4-fluorophenyl]methyl]-pyrrolidin-2-one